(S)-tetrahydrofuran-3-yl (4-((7-cyano-2-((4,4-difluoro-4,5,6,7-tetrahydropyrazolo[1,5-a]pyridin-2-yl)amino)-1-methyl-1H-imidazo[4,5-b]pyridin-6-yl)oxy)pyridin-2-yl)carbamate C(#N)C1=C2C(=NC=C1OC1=CC(=NC=C1)NC(O[C@@H]1COCC1)=O)N=C(N2C)NC2=NN1C(C(CCC1)(F)F)=C2